C1C2C(CN1CC#CC1=NC=CC(=C1)N1C3CN(CC1CC3)C=3C=C(N=NC3N)C3=C(C=CC=C3)O)COCC2 2-[5-[8-[2-[3-(3,3a,4,6,7,7a-hexahydro-1H-pyrano[3,4-c]pyrrol-2-yl)prop-1-ynyl]-4-pyridyl]-3,8-diazabicyclo[3.2.1]octan-3-yl]-6-amino-pyridazin-3-yl]phenol